CC1=C2C(=CC(NC2=CC=C1)C)C 5,2,4-Trimethyl-1,2-dihydroquinoline